1-(pyridin-4-yl)piperidine-4-carboxylic acid hydrochloride Cl.N1=CC=C(C=C1)N1CCC(CC1)C(=O)O